β-D-glucuronic acid pentyl ester C(CCCC)OC([C@@H]1[C@H]([C@@H]([C@H]([C@H](O)O1)O)O)O)=O